[Ga].[Al].[In].[Ga].[Al] aluminum gallium indium aluminum gallium